NC1=NC=2C=CC=CC2C2=C1N=C(N2CCOCCNC(=O)N2CCNCC2)CCCC N-(2-(2-(4-amino-2-butyl-1H-imidazo[4,5-c]quinolin-1-yl)ethoxy)ethyl)piperazine-1-carboxamide